CC1([C@@H]2CCC3(OOCO3)[C@@H]([C@]2(CCC1)C)CO)C ((1S,4aS,8aS)-5,5,8a-trimethyloctahydro-1H-spiro[naphthalene-2,3'-[1,2,4]trioxolan]-1-yl)methanol